C(C)(=O)C1=CC=C2C(N(C(C2=C1)=O)C1=CC=C(C=C1)Cl)OCCC(C)(C)O 6-acetyl-2-(4-chlorophenyl)-3-(3-hydroxy-3-methylbutoxy)isoindolin-1-one